CN(C1CCN(CC1)C=1C=2N(C=CC1)C(=CN2)N2C(NC(CC2)=O)=O)CC2CCNCC2 1-[8-[4-[Methyl(4-piperidylmethyl)amino]-1-piperidyl]imidazo[1,2-a]pyridin-3-yl]hexahydropyrimidine-2,4-dione